1-(3-aminopropyl)-3-(2-(4-ethylpiperazin-1-yl)-4-methylquinolin-6-yl)-1-methylthiourea NCCCN(C(=S)NC=1C=C2C(=CC(=NC2=CC1)N1CCN(CC1)CC)C)C